5-methoxy-1-methyl-2-[[4-[5-(trifluoromethyl)-1,2,4-oxadiazol-3-yl]phenyl]methyl]-4-(2,4,6-trimethylphenyl)pyrazol-3-one COC1=C(C(N(N1C)CC1=CC=C(C=C1)C1=NOC(=N1)C(F)(F)F)=O)C1=C(C=C(C=C1C)C)C